3-methyl-N-(quinolin-8-yl)-6-(trifluoromethyl)pyridine-2-sulfonamide CC=1C(=NC(=CC1)C(F)(F)F)S(=O)(=O)NC=1C=CC=C2C=CC=NC12